CC1CC(C1)(C1=NN=CN1C)C=1C=C(C=NC1)NC(=O)C1=CC=C2C(=N1)CCC2 N-{5-[(1r,3s)-3-methyl-1-(4-methyl-1,2,4-triazol-3-yl)cyclobutyl]pyridin-3-yl}-5h,6h-cyclopenta[b]pyridine-2-carboxamide